dopamine bis-hydrochloride Cl.Cl.NCCC1=CC(O)=C(O)C=C1